CN1C(=NN=C1)C1(CC(C1)SC)C=1C=C(C=CC1)N1C(C2=CC(=CC(=C2C1)C(F)(F)F)CNC1(CCC1)C)=O 2-(3-((1r,3r)-1-(4-methyl-4H-1,2,4-triazol-3-yl)-3-(methylthio)cyclobutyl)phenyl)-6-(((1-methylcyclobutyl)amino)methyl)-4-(trifluoromethyl)isoindolin-1-one